tert-butyl (S)-2-(1-amino-4-(4-((4-(4-chlorophenyl)pyridin-2-yl)carbamoyl)phenyl)-5-(ethoxycarbonyl)-1H-imidazol-2-yl)piperidine-1-carboxylate NN1C(=NC(=C1C(=O)OCC)C1=CC=C(C=C1)C(NC1=NC=CC(=C1)C1=CC=C(C=C1)Cl)=O)[C@H]1N(CCCC1)C(=O)OC(C)(C)C